BrC=1C=C(C=C2C(C3=C(C=4C=CN=CC4CC3)OC12)=O)F 11-bromo-9-fluoro-5,6-dihydrochromeno[2,3-f]isoquinolin-7-one